FC=1C=C(C=CC1F)C1(C(C1)B1OC(C(O1)(C)C)(C)C)C 2-(2-(3,4-difluorophenyl)-2-methylcyclopropyl)-4,4,5,5-tetramethyl-1,3,2-dioxaborolane